CC1=C(C(=CC=C1)C)NC1=NN(C2=NC(=NC=C21)NC2=CC=C1CCN(CC1=C2)C(CCC2=C1CN(C(C1=CC=C2)=O)C2C(NC(CC2)=O)=O)=O)C 3-(4-(3-(7-((3-((2,6-dimethylphenyl)amino)-1-methyl-1H-pyrazolo[3,4-d]pyrimidin-6-yl)amino)-3,4-dihydroisoquinolin-2(1H)-yl)-3-oxopropyl)-1-oxoisoindolin-2-yl)piperidin-2,6-dione